methyl 4-(4-fluorophenyl)piperidine-4-carboxylate FC1=CC=C(C=C1)C1(CCNCC1)C(=O)OC